C(N1C(N=C(N=C1C1=C(C=C(C=C1)OCC(COCCCC)O)O)C1=C(C=C(C=C1)C)C)C1=C(C=C(C=C1)C)C)N1C(N=C(N=C1C1=C(C=C(C=C1)OCC(COCCCC)O)O)C1=C(C=C(C=C1)C)C)C1=C(C=C(C=C1)C)C methylenebis-{2,4-bis(2,4-dimethylphenyl)-6-[2-hydroxy-4-(3-butoxy-2-hydroxypropoxy)-phenyl]-s-triazine}